C(C=C)(=O)N1[C@@H](C[C@H](CC1)N1N=NC=2C(=NC=3C(=C(C(=CC3C21)Cl)C2=C1C=NNC1=CC(=C2C)Cl)F)N2CC(C2)N(C)C)CC#N 2-((2S,4S)-1-acryloyl-4-(8-chloro-7-(6-chloro-5-methyl-1H-indazol-4-yl)-4-(3-(dimethylamino)azetidin-1-yl)-6-fluoro-1H-[1,2,3]triazolo[4,5-c]quinolin-1-yl)piperidin-2-yl)acetonitrile